tert-butyl 5-((3-(2,6-bis(benzyloxy)pyridin-3-yl)-1-methyl-1H-indazol-7-yl)amino)octahydro-2H-isoindole-2-carboxylate C(C1=CC=CC=C1)OC1=NC(=CC=C1C1=NN(C2=C(C=CC=C12)NC1CC2CN(CC2CC1)C(=O)OC(C)(C)C)C)OCC1=CC=CC=C1